ClC1=CC=C(C=C1)C1=C2C(=C(N=N1)NC1CN(CCC1)C)C(=NC=C2)C 1-(4-chlorophenyl)-5-methyl-N-(1-methylpiperidin-3-yl)pyrido[3,4-d]pyridazin-4-amine